C1(CC1)C1=CC(=C(C(=O)NC2=CC(=C(C=C2)F)C(CCO)(F)F)C=C1C(F)(F)F)OC1=C(C=C(C=C1)F)C 4-cyclopropyl-N-(3-(1,1-difluoro-3-hydroxypropyl)-4-fluorophenyl)-2-(4-fluoro-2-methylphenoxy)-5-(trifluoromethyl)benzamide